CN([C@H](CNC(C[C@H](C(C)C)C1=CC=CC=C1)=O)CC=1C=C2CC(NC2=CC1)=O)C (R)-N-((S)-2-(dimethylamino)-3-(2-oxoindolin-5-yl)propyl)-4-methyl-3-phenylpentanamide